[rac-(5S,7S)-7-fluoro-5-phenyl-6,7-dihydro-5H-pyrrolo[1,2-b][1,2,4]triazol-2-yl]-[2-methyl-3-(trifluoromethyl)pyrrolidin-1-yl]methanone F[C@H]1C[C@H](N2N=C(N=C21)C(=O)N2C(C(CC2)C(F)(F)F)C)C2=CC=CC=C2 |r|